ClC1CC2=C(C3=CC=C(C=C3C(=C2CC1)OC(=O)OC)C)OC(C(=C)C)=O 2-chloro-6-methyl-9-methacryloyloxy-10-methoxycarbonyloxy-1,2,3,4-tetrahydroanthracene